C(C)(C)(C)OC(N(C)CC1CN(CC1)C=1C=NC=CC1Cl)=O ((1-(4-Chloropyridin-3-yl)pyrrolidin-3-yl)methyl)(methyl)carbamic acid tert-butyl ester